2,2'-azobis{2-[N-(4-chlorophenyl)amidino]propane}, Dihydrochloride Cl.Cl.N(=NC(C)(C)C(NC1=CC=C(C=C1)Cl)=N)C(C)(C)C(NC1=CC=C(C=C1)Cl)=N